(trans-4-((tert-butoxycarbonyl)amino)cyclohexyl)-7-(6-((2S,6R)-2,6-dimethoxymorpholino)pyridin-3-yl)-2,4-dimethylbenzo[d][1,3]dioxole-5-carboxylic acid C(C)(C)(C)OC(=O)N[C@@H]1CC[C@H](CC1)C=1C(=C(C2=C(OC(O2)C)C1C=1C=NC(=CC1)N1C[C@H](O[C@H](C1)OC)OC)C)C(=O)O